tert-butyl 5-(hydroxyimino)hexahydrocyclopenta[c]pyrrole-2(1H)-carboxylate ON=C1CC2C(CN(C2)C(=O)OC(C)(C)C)C1